COC1=C(C=CC(=C1)[N+](=O)[O-])C1=CN=CO1 5-(2-methoxy-4-nitrophenyl)oxazole